C(C=C)OC1=C(C(=O)O)C(=CC=C1)F 2-(allyloxy)-6-fluorobenzoic acid